P([O-])([O-])[O-].[Ca+2].[Si+4].P([O-])([O-])[O-] Silicon-calcium phosphorite